1,6-methanopyrido[1,2-b][1,2,5]triazonine-10-carboxamide N12N3C(=CN(C=CC=C1)C2)C=CC(=C3)C(=O)N